FC1=C(C=C(C=C1)NC(=O)C=1C(=C(N2CCCCC12)C(C(=O)NC1CCC(CC1)(C)O)=O)C)C N-(4-fluoro-3-methylphenyl)-3-(2-(((1r,4r)-4-hydroxy-4-methylcyclohexyl)amino)-2-oxoacetyl)-2-methyl-5,6,7,8-tetrahydroindolizine-1-carboxamide